FC(OC1=CC=C(C=C1)NC1CCN(CC1)S(=O)(=O)C1=CC=C(C=C1)C=1C=C2C(=CNC2=CC1)C#N)F 5-{4-[(4-{[4-(difluoromethoxy)phenyl]Amino}piperidin-1-yl)sulfonyl]phenyl}-1H-indole-3-carbonitrile